2-octyldecyl 6-((2-hydroxyethyl)(2-((2-hydroxyethyl)(6-(decyloxy)-6-oxohexyl)amino)ethyl)amino)hexanoate OCCN(CCCCCC(=O)OCC(CCCCCCCC)CCCCCCCC)CCN(CCCCCC(=O)OCCCCCCCCCC)CCO